Br[C@H]1C(NC(CC1)=O)=O |r| (+-)-3-bromo-piperidine-2,6-dione